N-(2-fluorophenyl)-N-methyl-1-(4-(5-(trifluoromethyl)-1,2,4-oxadiazol-3-yl)phenyl)-1H-pyrazole-4-sulfonamide FC1=C(C=CC=C1)N(S(=O)(=O)C=1C=NN(C1)C1=CC=C(C=C1)C1=NOC(=N1)C(F)(F)F)C